tert-Butyl N-[3-[[5-[[(1R,3R)-3-(3-bromo-4-fluoro-phenyl)-2,2-dichloro-cyclopropanecarbonyl]amino]-2-chloro-benzoyl]amino]-2,6-difluoro-phenyl]-N-tert-butoxycarbonyl-carbamate BrC=1C=C(C=CC1F)[C@@H]1C([C@H]1C(=O)NC=1C=CC(=C(C(=O)NC=2C(=C(C(=CC2)F)N(C(OC(C)(C)C)=O)C(=O)OC(C)(C)C)F)C1)Cl)(Cl)Cl